N-(2-(4-Cyanothiazolidin-3-yl)-2-oxoethyl)-6-((2,2-difluoroethoxy)methyl)quinoline-4-carboxamide C(#N)C1N(CSC1)C(CNC(=O)C1=CC=NC2=CC=C(C=C12)COCC(F)F)=O